N(=[N+]=[N-])CC1(OC2=C(C1)C=C(C=C2[C@@H](C)N)F)COC (1R)-1-(2-(azidomethyl)-5-fluoro-2-(methoxymethyl)-2,3-dihydrobenzofuran-7-yl)ethan-1-amine